Dipotassium Lauryl Sulfosuccinate S(=O)(=O)(O)C(C(=O)OCCCCCCCCCCCC)CC(=O)[O-].[K+].[K+].C(CCCCCCCCCCC)OC(C(CC(=O)[O-])S(=O)(=O)O)=O